2-((1-(2-hydroxyethyl)-1H-pyrazol-3-yl)methyl)-6-(phenylsulfonyl)phthalazin OCCN1N=C(C=C1)CN1CC2=CC=C(C=C2C=N1)S(=O)(=O)C1=CC=CC=C1